3-((4-(5-chloro-1-((4-fluoropiperidin-4-yl)methyl)-1H-indol-7-yl)pyrrolo[2,1-f][1,2,4]triazin-6-yl)methyl)-6,6-dimethyl-3-azabicyclo[3.1.0]hexane-2,4-dione hydrochloride Cl.ClC=1C=C2C=CN(C2=C(C1)C1=NC=NN2C1=CC(=C2)CN2C(C1C(C1C2=O)(C)C)=O)CC2(CCNCC2)F